FC1=C(C=CC=C1)C1=C(C=NO1)C(=O)NC1=CC(=CC=C1)C(F)(F)F 5-(2-fluorophenyl)-N-(3-(trifluoromethyl)phenyl)isoxazole-4-carboxamide